CC1=NC2=CC=CC=C2C(N1C1=C(C=CC=C1)C)=O 2-methyl-3-(o-tolyl)quinazolin-4(3H)-one